trans-N-((2-(((2S,5S)-2-(6-aminopyridin-3-yl)-5-methylmorpholino)methyl)cyclopropyl)methyl)-1H-indole-2-carboxamide NC1=CC=C(C=N1)[C@@H]1OC[C@@H](N(C1)C[C@H]1[C@@H](C1)CNC(=O)C=1NC2=CC=CC=C2C1)C